S1NC=NC2=C1C=CC=C2 2H-benzo[e][1,2,4]thiadiazine